COC1=C(C2=C(C=N1)N(C(N2CC2=CC=C(C=N2)S(=O)(=O)N)=O)C)C2=CC=CC=C2 6-((6-methoxy-3-methyl-2-oxo-7-phenyl-2,3-dihydro-1H-imidazo[4,5-c]pyridin-1-yl)methyl)pyridine-3-sulfonamide